FC1(CNCCC1N1C(C(=CC=C1)COC=1C=CC2=C(C=C(O2)C)C1)C)F N-(3,3-difluoropiperidin-4-yl)-2-methyl-5-((2-methylpyridin-3-yl)methoxy)benzofuran